C(=O)(O)CNC(C(=O)O)CCCC=O ((carboxymethyl)amino)-6-oxohexanoic acid